C(C1=CN=CC=C1)(=O)OCCN1C(N(C=2N=CN(C2C1=O)C(C(=O)OC)C)C)=O 2-(7-(1-methoxy-1-oxopropan-2-yl)-3-methyl-2,6-dioxo-2,3,6,7-tetrahydro-1H-purin-1-yl)ethyl nicotinate